1-cyano-3-(5-(difluoromethyl)-1,3,4-thiadiazol-2-yl)-8-(4-isobutylpiperazin-1-yl)-N-(1-methylcyclopropyl)imidazo[1,5-a]pyridine-6-sulphonamide C(#N)C=1N=C(N2C1C(=CC(=C2)S(=O)(=O)NC2(CC2)C)N2CCN(CC2)CC(C)C)C=2SC(=NN2)C(F)F